ClC(Cl)(Cl)C(C(=O)OC(CC1=CC=CC=C1)(C)C)CC1=CC=CC=C1 dimethylbenzyl-methanol trichloromethylbenzyl-acetate